N1C=C(C2=CC=CC=C12)CCN 2-(1H-indol-3-yl)ethylamine